C(#N)C=1C=NN2C1C(=CC(=C2)C=2C=NN(C2)C)OB(O)O (3-cyano-6-(1-methyl-1H-pyrazol-4-yl)pyrazolo[1,5-a]pyridin-4-yl)boric acid